(3S)-5-(3,3-difluoropiperidin-1-yl)-3-{[1-(pyridin-2-yl)-2-[2-(trifluoromethyl)phenyl]-1H-imidazol-4-yl]formamido}pentanoic acid FC1(CN(CCC1)CC[C@@H](CC(=O)O)NC(=O)C=1N=C(N(C1)C1=NC=CC=C1)C1=C(C=CC=C1)C(F)(F)F)F